(S)-1-amino-2-(1-(tert-butoxycarbonyl)piperidin-2-yl)-4-(4-((4-fluoropyridin-2-yl)carbamoyl)phenyl)-1H-imidazole-5-carboxylic acid NN1C(=NC(=C1C(=O)O)C1=CC=C(C=C1)C(NC1=NC=CC(=C1)F)=O)[C@H]1N(CCCC1)C(=O)OC(C)(C)C